CC=1C=C(N)C(=C(C1C)C)C 3,4,5,6-tetramethylaniline